(2s,3r,4s)-2-[(3-bromo-2-fluoro-phenyl)methyl]-4-fluoro-3-[(1-fluorocyclopropyl)sulfonylamino]piperidine-1-carboxylic acid benzyl ester C(C1=CC=CC=C1)OC(=O)N1[C@H]([C@H]([C@H](CC1)F)NS(=O)(=O)C1(CC1)F)CC1=C(C(=CC=C1)Br)F